C(C)(C)(C)OC(=O)N(C1CCN(CC1)C1=NC=C(C=2C1=NC=CN2)C(=O)OC)C2CC2 methyl 5-[4-[tert-butoxycarbonyl(cyclopropyl)amino]-1-piperidyl]pyrido[3,4-b]pyrazine-8-carboxylate